Erbium-copper [Cu].[Er]